tert-butyl ((S)-2-((4-(1-(4-methoxybenzyl)-3,5-dimethyl-1H-pyrazol-4-yl)phenyl)amino)-1-((1r,4S)-4-methylcyclohexyl)-2-oxoethyl)carbamate COC1=CC=C(CN2N=C(C(=C2C)C2=CC=C(C=C2)NC([C@H](C2CCC(CC2)C)NC(OC(C)(C)C)=O)=O)C)C=C1